NC=1C=C(C(=NC1)C)C=1C=NC2=CC(=NC=C2C1)NC 3-(5-Amino-2-methylpyridin-3-yl)-N-methyl-1,6-naphthyridin-7-amine